C(CC)[C@@]1(C[C@H](CC1)C1=CC(=NC=C1)C(F)(F)F)C(=O)O cis-1-propyl-3-(2-(trifluoromethyl)pyridin-4-yl)cyclopentane-1-carboxylic acid